CN(C(C1=CC=C(C=C1)C1=CC=CN2C1=NC(=CC2=O)C(F)(F)F)=O)CC(F)(F)F N-methyl-4-(4-oxo-2-(trifluoromethyl)-4H-pyrido[1,2-a]pyrimidin-9-yl)-N-(2,2,2-trifluoroethyl)benzamide